Cl.C[C@H]1N[C@H](C1)C (2R,4S)-2,4-dimethylazetidine hydrochloride